CC1=CC=C(C=C1)CC(=O)NC1=CC(=C(C=C1)C=1C=NC=C(C1)C(F)(F)F)S(N)(=O)=O 2-(4-methylphenyl)-N-{3-sulfamoyl-4-[5-(trifluoromethyl)pyridine-3-yl]phenyl}acetamide